O1[C@@H](COCC1)COC=1N2CCC3=C(C2=C(C(C1)=O)C)C=CC(=C3)C3=NC=CC(=C3)C 4-[[(2S)-1,4-dioxan-2-yl]methoxy]-1-methyl-9-(4-methyl-2-pyridyl)-6,7-dihydrobenzo[a]quinolizin-2-one